FC=1C=C(C=C(C1)F)NC(=O)NC1=CC=C(C=C1)NC1=NC=NC(=C1)N1C=NC=C1 N-(3,5-difluorophenyl)-N'-(4-{[6-(1H-imidazol-1-yl)-4-pyrimidinyl]amino}phenyl)urea